3-dodecyl-1-(2,2,6,6-tetramethyl-4-piperidyl)pyrrolidine-2,5-dione C(CCCCCCCCCCC)C1C(N(C(C1)=O)C1CC(NC(C1)(C)C)(C)C)=O